methyl 7-bromo-1H-indazole-4-carboxylate BrC1=CC=C(C=2C=NNC12)C(=O)OC